C(C)(C)(C)OC(=O)NCCC1(N=N1)CNC(OC(C)(C)C)=O tert-butyl ((3-(2-((tert-butoxycarbonyl)amino)ethyl)-3H-diazirin-3-yl)methyl)carbamate